C(CC(O)(C(=O)[O-])CC(=O)[O-])(=O)OCC(F)(F)F citric acid, trifluoroethyl ester